FC=1C=C2C(=C(NC2=CC1)C(=O)OCC)C=1N=NN(C1)CC1CCN(CC1)CCNS(=O)(=O)C1=CC=C(C=C1)C(F)(F)F Ethyl 5-fluoro-3-(1-((1-(2-((4-(trifluoromethyl)phenyl)sulfonamido)ethyl)piperidin-4-yl)methyl)-1H-1,2,3-triazol-4-yl)-1H-indol-2-carboxylat